CC(C(=O)OCC1=CC=CC=C1)CO benzyl 2-methyl-3-hydroxypropionate